{2-cyclopentyl-4-[4-(2-dimethylamino-phenyl)-piperidin-1-yl]-quinazolin-6-yl}-methyl-(2-morpholin-4-yl-ethyl)-amine C1(CCCC1)C1=NC2=CC=C(C=C2C(=N1)N1CCC(CC1)C1=C(C=CC=C1)N(C)C)N(CCN1CCOCC1)C